tert-butyl N-[(2R)-3-[4-(6-chloro-2-pyridyl)-2-methyl-imidazo[4,5-c]pyridin-3-yl]-2-ethoxy-propyl]-N-methyl-carbamate ClC1=CC=CC(=N1)C1=NC=CC2=C1N(C(=N2)C)C[C@H](CN(C(OC(C)(C)C)=O)C)OCC